N-methyl-N-(2,2,2-trifluoro-1-(4-methoxyphenyl)ethyl)imidazo[1,2-a]pyridine-6-sulfonamide CN(S(=O)(=O)C=1C=CC=2N(C1)C=CN2)C(C(F)(F)F)C2=CC=C(C=C2)OC